C(C)(=O)N1\C(\C(C2=CC=CC=C12)=O)=C/C1=NC2=CC=C(C=C2C(=C1)C1=CC2=CC=CC=C2C=C1)CNC1CCOCC1 (Z)-1-acetyl-2-((4-(naphthalen-2-yl)-6-(((tetrahydro-2H-pyran-4-yl)-amino)methyl)-quinolin-2-yl)-methylene)indolin-3-one